COC[C@H]1CCC2=CC=3CCCC3C(=C12)NC(=O)N=[S@](=O)(N)C=1C=NN2C1O[C@H](C2)C (R,2S)-N'-(((S)-3-(methoxymethyl)-1,2,3,5,6,7-hexahydro-s-indacen-4-yl)carbamoyl)-2-methyl-2,3-dihydropyrazolo[5,1-b]oxazole-7-sulfonimidamide